Cl.C(N)(=N)[C@H]1N(CCC1)C(=O)OCC1=CC=CC=C1 benzyl (2S)-2-carbamimidoylpyrrolidine-1-carboxylate, hydrochloride salt